C1OCC12CN(CC2)CCOC(C)C2=CC=CC=N2 6-(1-(2-(2-oxa-6-azaspiro[3.4]octan-6-yl)ethoxy)ethyl)pyridin